NCCNCCS(=O)(=O)[O-].[Na+] sodium N-(2-aminoethyl)-2-aminoethyl-sulfonate